ClC1=C(C2=C(C(=N1)C(C)C)C(=NN2C)C2C1CN(CC21)C(=O)OC(C)(C)C)F tert-butyl 6-(6-chloro-7-fluoro-4-isopropyl-1-methyl-pyrazolo[4,3-c]pyridin-3-yl)-3-azabicyclo[3.1.0]hexane-3-carboxylate